C(CCC)NC=1N=CC2=C(N1)N(C=C2C=2CCNCC2)[C@@H]2CC[C@H](CC2)O trans-4-[2-(butylamino)-5-(1,2,3,6-tetrahydropyridin-4-yl)-7H-pyrrolo[2,3-d]pyrimidin-7-yl]cyclohexan-1-ol